N1[C@@H](CC1)CCNC(O[C@H]1[C@H](NC[C@@H]1O)CC1=CC(=C(C=C1)C1=CN=CO1)F)=O (2R,3S,4S)-2-(3-fluoro-4-(oxazol-5-yl)benzyl)-4-hydroxypyrrolidin-3-yl (2-((S)-azetidin-2-yl)ethyl)carbamate